O=C1NC(CCC1N1C(C2=CC=C(C=C2C1)CN1N=NC(=C1)OC1=CC=C(C#N)C=C1)=O)=O 4-((1-((2-(2,6-dioxopiperidin-3-yl)-1-oxoisoindolin-5-yl)methyl)-1H-1,2,3-triazol-4-yl)oxy)benzonitrile